fructosyl-aspartic acid OCC1([C@@H](O)[C@H](O)[C@H](O1)CO)N[C@@H](CC(=O)O)C(=O)O